N-(t-butoxycarbonyl)-S-benzyl-L-cysteine C(C)(C)(C)OC(=O)N[C@@H](CSCC1=CC=CC=C1)C(=O)O